CO[Si](CCCNC)(OC)OC trimethoxy-[3-(methylamino)propyl]silane